di(dimethylvinylsilyl) methoxy phosphate P(=O)(O[SiH2]C=C(C)C)(O[SiH2]C=C(C)C)OOC